[Zn].[Pb].[Ag] silver-lead-zinc